FC1(C(CNCC1)C=1C=C(C(NC1)=O)CN1CCOCC1)F 5-(4,4-difluoropiperidin-3-yl)-3-(morpholinomethyl)pyridin-2(1H)-one